1-(3-fluoropropyl)-5-nitro-1H-indazole FCCCN1N=CC2=CC(=CC=C12)[N+](=O)[O-]